4-amino-5-cyclopentylpyrrole NC=1C=CNC1C1CCCC1